2-[5-(4-fluoro-3-{[(2S)-1-(1H-tetrazol-1-yl)propan-2-yl]oxy}phenyl)-3H-imidazo[4,5-b]pyridin-3-yl]pyridine-3-carbonitrile FC1=C(C=C(C=C1)C1=CC=C2C(=N1)N(C=N2)C2=NC=CC=C2C#N)O[C@H](CN2N=NN=C2)C